OC1CCN(CC1)C(CCCC=1N=C(N(C1)C1=CC=CC=C1)C1=C(C(=O)N)C=CC=C1C=1C=NN(C1)C)=O (4-(4-(4-hydroxypiperidin-1-yl)-4-oxobutyl)-1-phenyl-1H-imidazol-2-yl)-3-(1-methyl-1H-pyrazol-4-yl)benzamide